NC1=C(C=NN1C1=CC=C(C=C1)F)C#N 5-Amino-1-(4-fluorophenyl)-1H-pyrazole-4-carbonitrile